NC1CCCCCCCCCC(=O)NC1 11-amino-laurolactam